4,6-dimethyl-phenol CC1=CC=C(C(=C1)C)O